The molecule is a member of the class of phenylureas that is urea in which one of the nitrogens bears a 3-tert-butyl-1-[(3S)-3-carboxy-1,2,3,4-tetrahydroisoquinolin-6-yl]-1H-pyrazol-5-yl substituent, while the other bears a 2,3-dichlorophenyl group. It is a member of pyrazoles, a member of isoquinolines, a non-proteinogenic L-alpha-amino acid, a dichlorobenzene and a member of phenylureas. CC(C)(C)C1=NN(C(=C1)NC(=O)NC2=C(C(=CC=C2)Cl)Cl)C3=CC4=C(CN[C@@H](C4)C(=O)O)C=C3